ClC=1C(=CC(=NC1)N1CCN(CC1)C)N(C1=NN2C(NC(=CC2=O)CCC)=N1)C 2-[[5-chloro-2-(4-methyl-piperazin-1-yl)-4-pyridyl]-methylamino]-5-propyl-4H-[1,2,4]triazolo[1,5-a]pyrimidin-7-one